C1(=CC=CC=C1)C=1C=CC=2NC3=CC=CC=C3C2C1 3-Phenyl-9H-carbazole